7-(Difluoro-methyl)-9-fluoro-8-[1-(2-methoxy-ethyl)-1H-indol-4-yl]-1,4,4-trimethyl-5H-[1,2,4]triazolo[4,3-a]quinoxaline FC(C=1C=C2NC(C=3N(C2=C(C1C1=C2C=CN(C2=CC=C1)CCOC)F)C(=NN3)C)(C)C)F